Ethyl (R)-1-((4-(diethylphosphoryl)phenyl)sulfonyl)piperidine-3-carboxylate C(C)P(=O)(CC)C1=CC=C(C=C1)S(=O)(=O)N1C[C@@H](CCC1)C(=O)OCC